IC=1C=C(C(=O)NC2=CC(=CC(=C2)C(F)(F)F)N2C=NC(=C2)C)C=CC1C 3-iodo-4-methyl-N-[3-(4-methyl-1H-imidazol-1-yl)-5-(trifluoromethyl)phenyl]Benzamide